BrC=1C(=NC2=CC=CC=C2C1)Cl 3-bromo-2-chloro-quinoline